(R)-N-(1-(3-(difluoromethyl)-2-fluorophenyl)ethyl)-6-(piperidin-4-yl)quinolin-4-amine FC(C=1C(=C(C=CC1)[C@@H](C)NC1=CC=NC2=CC=C(C=C12)C1CCNCC1)F)F